CN(C(=O)C=1N=CNC1)CC1=C(C=CC=C1)C(F)(F)F N-methyl-N-[[2-(trifluoromethyl)phenyl]methyl]-1H-imidazole-4-carboxamide